BrC1=C(C=C(CNC(C2=C(C=CC(=C2)F)OC)=O)C=C1)OCC N-(4-bromo-3-ethoxybenzyl)-5-fluoro-2-methoxybenzamide